FC1=C(C=CC=C1)NC=1C=NC=2CCN(CC2C1)C1=C(C(=C(N=N1)C#N)C)C 6-(3-((2-Fluorophenyl)amino)-7,8-dihydro-1,6-naphthyridin-6(5H)-yl)-4,5-dimethylpyridazine-3-carbonitrile